NC1=C(C=2C(C=3C=CC=C(C3C(C2C=C1)=O)C(=O)O)=O)C(=O)O amino-anthraquinone-1,5-dicarboxylic acid